C(C)(C)(C)OC(=O)N1N=C(C=C1NC1=NC(=CC(=N1)C1(CC1)S(=O)(=O)C)N1[C@@H](COCC1)C)C 5-{[4-(1-methanesulfonylcyclopropyl)-6-[(3R)-3-methylmorpholin-4-yl]pyrimidin-2-yl]amino}-3-methyl-1H-pyrazole-1-carboxylic acid tert-butyl ester